Hexadecanoic acid, 2-hydroxyethyl ester C(CCCCCCCCCCCCCCC)(=O)OCCO